COC1=C(C=CC(=C1)OC)N(C)CC1CCN(CC1)C(=O)OC(C)(C)C tert-Butyl 4-(((2,4-dimethoxyphenyl)(methyl)amino)methyl)piperidine-1-carboxylate